4-fluoro-1-isopropyl-1H-pyrazolo[3,4-d]pyrimidine-6-carbonitrile FC1=C2C(=NC(=N1)C#N)N(N=C2)C(C)C